C(C)(C)(C)OC(NS(=O)(=O)C1=CC(=C(C=C1)[N+](=O)[O-])NC[C@H]1OCC1)=O (S)-((4-nitro-3-((oxetan-2-ylmethyl)amino)phenyl)sulfonyl)carbamic acid tert-butyl ester